FC=1C=C(C=CC1)C1=NN=C(O1)[C@@H]1C([C@H]1C1=CC=C(C=C1)S(=O)(=O)N)(C)C 4-{(1S,3S)-3-[5-(3-fluorophenyl)-1,3,4-oxadiazol-2-yl]-2,2-dimethylcyclopropyl}benzenesulfonamide